N(=[N+]=[N-])C(C(=O)C1=CC=C(C=C1)C)F 2-azido-2-fluoro-1-(p-tolyl)ethane-1-one